(2-ethyl-6-fluoroimidazo[1,2-a]pyrimidin-3-yl)(4-hydroxyphenyl)methanone C(C)C=1N=C2N(C=C(C=N2)F)C1C(=O)C1=CC=C(C=C1)O